2-((3-(2-(4-isopropyl-2-(4-(trifluoromethyl)phenyl)thiazol-5-yl)ethyl)benzo[d]isoxazol-6-yl)(methyl)amino)ethan-1-ol C(C)(C)C=1N=C(SC1CCC1=NOC2=C1C=CC(=C2)N(CCO)C)C2=CC=C(C=C2)C(F)(F)F